FC(C=1C(=C(C=CC1)[C@@H](C)NC(=O)C=1C=2N(N=C(C1)C1=CCC(CC1)O)CC(N2)(C)C)F)F N-((R)-1-(3-(difluoromethyl)-2-fluorophenyl)ethyl)-6-(4-hydroxycyclohex-1-en-1-yl)-2,2-dimethyl-2,3-dihydroimidazo[1,2-b]pyridazine-8-carboxamide